dimercaptohexane gold [Au].SC(CCCCC)S